FC1=CC=C(C=C1)N(C1C[C@@H](NC[C@H]1C)C)C (2s,5r)-N-(4-fluorophenyl)-N,2,5-trimethyl-piperidin-4-amine